5-tert-Butyl-[1,3,4]oxadiazole-2-carboxylic acid {(S)-2-[2-(1-methyl-1H-pyrazol-4-yl)-3H-imidazo[4,5-b]pyridin-7-yl]-6,7,8,9-tetrahydro-5H-benzocyclohepten-5-yl}-amide CN1N=CC(=C1)C1=NC=2C(=NC=CC2C=2C=CC3=C(CCCC[C@@H]3NC(=O)C=3OC(=NN3)C(C)(C)C)C2)N1